ClC=1C=CC=C(C1)C1=C2NC(=C1)C=C1C=CC(=N1)C(=C1C=CC(N1)=C(C=1C=CC(N1)=C2C2=CC=CC=C2)C2=CC=CC=C2)Cl 5,10-dichlorophenyl-15,20-diphenyl-porphyrin